5-bromo-1-(2,6-dimethoxyphenyl)-2-(6-ethoxypyridin-2-yl)-1H-imidazo[4,5-b]pyrazine BrC=1N=C2C(=NC1)N(C(=N2)C2=NC(=CC=C2)OCC)C2=C(C=CC=C2OC)OC